IC=1N(C2=CC=CC(=C2C1)NC1CCC(CC1)N(CCOC)CCOC)CC(F)(F)F (1R,4R)-N1-(2-iodo-1-(2,2,2-trifluoroethyl)-1H-indol-4-yl)-N4,N4-bis(2-methoxyethyl)cyclohexane-1,4-diamine